BrC=1C=CC(=NC1)N(C)C1=CC=C(C=C1)C(C)C 5-bromo-N-(4-isopropylphenyl)-N-methyl-pyridin-2-amine